Ethyl (Z)-2-(4-benzyl-2-((4-methoxyphenyl)imino)-5-oxo-2,5-dihydro furan-3-yl)acetate C(C1=CC=CC=C1)C1=C(/C(/OC1=O)=N/C1=CC=C(C=C1)OC)CC(=O)OCC